(R)-1-(4-((1-(3-amino-5-(trifluoromethyl)phenyl)ethyl)amino)-6-(pyrrolidin-1-yl)pyrido[3,4-d]pyrimidin-2-yl)pyrrolidin-2-one NC=1C=C(C=C(C1)C(F)(F)F)[C@@H](C)NC=1C2=C(N=C(N1)N1C(CCC1)=O)C=NC(=C2)N2CCCC2